ClC=1C=C(C=CC1N1CCN(CC1)C)NC1=NC=CC(=N1)C1=NN(C(=C1)C(=O)N[C@H](CO)C)C 3-(2-{[3-chloro-4-(4-methylpiperazin-1-yl)phenyl]amino}pyrimidin-4-yl)-N-[(2S)-1-hydroxypropan-2-yl]-1-methyl-1H-pyrazole-5-carboxamide